N(=[N+]=[N-])C1=CC=C(C=C1)CCC1=C2C(C(=O)NC2=O)=CC=C1 2-(4-Azidophenyl)-ethyl-phthalimide